ClC1=C(C=CC(=C1)C(F)(F)F)C(C)N(C(C(=O)OCC(F)(F)F)=O)C 2,2,2-Trifluoroethyl 2-[1-[2-chloro-4-(trifluoromethyl)phenyl]ethyl-methyl-amino]-2-oxo-acetate